C(C)(C)(C)C1=C(C(=C(C(=C1)C)O)C)C 4-tertiary butyl-2,3,6-trimethylphenol